O.C(#C)[C@]1([C@H](C[C@@H](O1)N1C=NC=2C(N)=NC(=NC12)F)O)CO 4'-ETHYNYL-2-FLUORO-2'-DEOXYADENOSINE MONOHYDRATE